2-((2-chloro-4-fluorophenyl)thio)-1-(2-fluoro-4-(5-(trifluoromethyl)-1,2,4-oxadiazol-3-yl)phenyl)ethan-1-one ClC1=C(C=CC(=C1)F)SCC(=O)C1=C(C=C(C=C1)C1=NOC(=N1)C(F)(F)F)F